NC1=CC=C(C(=O)NCC2=C(C=CC=C2)F)C=C1 4-amino-N-(2-fluorobenzyl)benzamide